C(C\C=C\CCCCC)C(CCCCCCCC(=O)O)C(CCCCCCCCC(=O)O)CCCCCCCC (E)-9-(non-3-en-1-yl)-10-octylnonadecanedioic acid